C(C)N1C(=NN(C1=O)C=1C=C2C(=CC(=NC2=CC1F)C=1C(=NNC1C)C(F)(F)F)C(C)C)CO 4-Ethyl-1-(7-fluoro-4-isopropyl-2-(5-methyl-3-(trifluoromethyl)-1H-pyrazol-4-yl)quinolin-6-yl)-3-(hydroxymethyl)-1H-1,2,4-triazol-5(4H)-one